C(S)(S)=S.C(CC)(=O)O.C(CC)(=O)O dipropionic acid trithiocarbonate